(6-(2-hydroxypropan-2-yl)pyridin-2-yl)-6-(methyl-sulfonyl)-1,2-dihydro-3H-pyrazolo[3,4-d]pyrimid-3-one OC(C)(C)C1=CC=CC(=N1)N1NC(C=2C1=NC(=NC2)S(=O)(=O)C)=O